2-bromo-4-((2,6-dioxopiperidin-3-yl)oxy)benzonitrile BrC1=C(C#N)C=CC(=C1)OC1C(NC(CC1)=O)=O